5-fluoro-2-(4-{[(3R)-1-methylpiperidin-3-yl]amino}phthalazin-1-yl)phenol FC=1C=CC(=C(C1)O)C1=NN=C(C2=CC=CC=C12)N[C@H]1CN(CCC1)C